ClC1=CC=C(C=C1)C=1N=C2SC=CN2C1CNCCC1=CNC2=CC=CC=C12 N-((6-(4-chlorophenyl)imidazo[2,1-b]thiazol-5-yl)methyl)-2-(1H-indol-3-yl)ethan-1-amine